N-(3,5-bis(trifluoromethyl)phenyl)-4-fluoro-5-chlorosalicylamide FC(C=1C=C(C=C(C1)C(F)(F)F)NC(C=1C(O)=CC(=C(C1)Cl)F)=O)(F)F